[6-[3-(3,3-difluorocyclobutyl)-1H-1,2,4-triazol-5-yl]-2-azaspiro[3.3]heptan-2-yl]-[3-(2-fluoro-4-triflyl-benzyl)oxyazetidin-1-yl]methanone FC1(CC(C1)C1=NNC(=N1)C1CC2(CN(C2)C(=O)N2CC(C2)OCC2=C(C=C(C=C2)S(=O)(=O)C(F)(F)F)F)C1)F